butyl sec-butyl ketone C(C)(CC)C(=O)CCCC